2-hydroxypyrazolo[1,5-a]pyridine-3-carboxylic acid ethyl ester C(C)OC(=O)C=1C(=NN2C1C=CC=C2)O